BrCC=1C=C(C=CC1)OB(O)O 3-bromomethyl-phenyl-boric acid